FC=1C=C(C(=O)OC2CCNCC2)C=C(C1)NC(CN1N=C(C(=C1)C1=CC=NC2=CC=CC=C12)C1=NC(=CC=C1)C)=O piperidin-4-yl 3-fluoro-5-(2-(3-(6-methylpyridin-2-yl)-4-(quinolin-4-yl)-1H-pyrazol-1-yl)acetamido)benzoate